COC1=NN(C=C1[N+](=O)[O-])CCOCCOCCOCCOCCOCCOCCNC(OCC[Si](C)(C)C)=O 2-trimethylsilylethyl N-[2-[2-[2-[2-[2-[2-[2-(3-methoxy-4-nitro-pyrazol-1-yl)ethoxy]ethoxy]ethoxy]ethoxy]ethoxy]ethoxy]ethyl]carbamate